CN1C(C2=CC=C(C=C2C=N1)O[C@@H]1COCC1)=O 2-methyl-6-(((S)-tetrahydrofuran-3-yl)oxy)phthalazin-1(2H)-one